CN(C(C(C)C1=CN(C2=CC=CC=C12)C(=O)OC(C)(C)C)=O)C tert-Butyl 3-(1-(dimethylamino)-1-oxopropan-2-yl)-1H-indole-1-carboxylate